Methyl 4-(1-(4-chlorophenyl)-5-(3-cyanophenyl)-4-methyl-1H-pyrazole-3-carboxamido)benzoate ClC1=CC=C(C=C1)N1N=C(C(=C1C1=CC(=CC=C1)C#N)C)C(=O)NC1=CC=C(C(=O)OC)C=C1